(3-(difluoromethoxy)pyridin-2-yl)methylamine FC(OC=1C(=NC=CC1)CN)F